1-(5-bromo-3-fluoropyridin-2-yl)azetidin-3-one BrC=1C=C(C(=NC1)N1CC(C1)=O)F